9-nitro-oleic acid [N+](=O)([O-])/C(/CCCCCCCC(=O)O)=C/CCCCCCCC